FC1(CCN(CC1)C1=NC(=NC(=C1)C)N)F 4-(4,4-difluoropiperidin-1-yl)-6-methylpyrimidin-2-amine